(1-methyl-4-(pyridin-2-yl)-1H-imidazol-2-yl)methylamine CN1C(=NC(=C1)C1=NC=CC=C1)CN